4-(5-benzo(1,3)dioxol-5-yl-4-pyridin-2-yl-1H-imidazol-2-yl)benzamide O1COC2=C1C=CC(=C2)C2=C(N=C(N2)C2=CC=C(C(=O)N)C=C2)C2=NC=CC=C2